CC=1N(C=C(N1)C)CC1=C(C=C(C=C1)N1N=C2N(C1=O)C(CC2)C2=CC=CC=C2)F 2-(4-((2,4-dimethyl-1H-imidazol-1-yl)methyl)-3-fluorophenyl)-5-phenyl-2,5,6,7-tetrahydro-3H-pyrrolo[2,1-c][1,2,4]triazol-3-one